COC=1C=C(CNC2=C3CCN(CC3=CC(=C2)C2=CC=C(C=C2)C(F)(F)F)C(C=C)=O)C=CC1 1-(5-((3-methoxybenzyl)amino)-7-(4-(trifluoromethyl)phenyl)-3,4-dihydroisoquinolin-2(1H)-yl)prop-2-en-1-one